N[C@H](C)C=1OC2=C(C(C1C1=CC(=CC=C1)F)=O)C=C(C=C2)F (R)-2-(1-aminoethyl)-6-fluoro-3-(3-fluorophenyl)-4H-benzopyran-4-one